C(#N)C1(CC1)C1=NC(=CC(=C1)C(=O)NC(C)C1=NC=CN=C1C1=NC=C(C=N1)C1CC1)C(F)(F)F 2-(1-cyanocyclopropyl)-N-[1-[3-(5-cyclopropylpyrimidin-2-yl)pyrazin-2-yl]ethyl]-6-(trifluoromethyl)pyridine-4-carboxamide